C(C)OC(=O)OOC(C(C)NC(C(CP(=O)(C(C)N)O)CC1=CC=C(C=C1)C1=CC=CC=C1)=O)=O 2-(2-Biphenyl-4-ylmethyl-3-{hydroxy-[1-(amino)-ethyl]-phosphinoyl}-propionylamino)-propionic acid ethoxycarbonyloxy ester